ClC1=C(C=CC=C1)C(C)(C)NC(C(CN1CCCC1)C)=O N-(2-(2-chlorophenyl)propan-2-yl)-2-methyl-3-(pyrrolidin-1-yl)propanamide